4-Phenylcyclohexan-1-one C1(=CC=CC=C1)C1CCC(CC1)=O